CC1=C(C=C(C=C1)C)N1N=C(C=2C=NC=3C=CC(=CC3C21)C)C2=CC(=C(OCCN1CCOCC1)C=C2)OC 4-(2-{4-[1-(2,5-dimethylphenyl)-8-methyl-1H-pyrazolo[4,3-c]quinolin-3-yl]-2-methoxyphenoxy}ethyl)morpholine